2,4,6-trimethylbenzoyl-ethoxyphenyl-phosphine oxide CC1=C(C(=O)P(C2=CC=CC=C2)(OCC)=O)C(=CC(=C1)C)C